4-[(5-Chloropyrimidine-2-yl)oxy]-3-{2-[3-(trifluoromethyl)-1H-pyrazole-1-yl]ethyl}benzo[d]oxazole ClC=1C=NC(=NC1)OC1=CC=CC2=C1N(CO2)CCN2N=C(C=C2)C(F)(F)F